C(C)C1=C(CCC1)O ethyl-cyclopentenol